Oxothiazolidinecarboxylate O=C1NC(SC1)C(=O)[O-]